bis(dimethylsilyl-4-indenyl)bis(dimethylsilyl-indenyl)zirconium dichloride [Cl-].[Cl-].C[SiH](C)C1C=CC2=C(C=CC=C12)[Zr](C1C(=CC2=CC=CC=C12)[SiH](C)C)(C1C(=CC2=CC=CC=C12)[SiH](C)C)C1=C2C=CC(C2=CC=C1)[SiH](C)C